(S)-(+)-N-(2,3-epoxypropyl)phthalimide C1[C@@H](O1)CN2C(=O)C3=CC=CC=C3C2=O